tert-butyl ((E)-((4-((4-((E)-N'-(tert-butoxycarbonyl)picolinimidamido)-2-chlorophenyl)carbamoyl)-2-chlorophenyl)amino)(pyridin-2-yl)methylene)carbamate C(C)(C)(C)OC(=O)/N=C(\C1=NC=CC=C1)/NC1=CC(=C(C=C1)NC(=O)C1=CC(=C(C=C1)N\C(\C1=NC=CC=C1)=N\C(OC(C)(C)C)=O)Cl)Cl